4-amino-3-ethylbiphenyl NC1=C(C=C(C=C1)C1=CC=CC=C1)CC